1-Methyl-4-[4-methyl-4-(5-methyl-1,3-benzoxazol-2-yl)piperidin-1-yl]-2-oxo-7-(trifluoromethyl)-1,2-dihydro-quinoline-3-carbonitrile CN1C(C(=C(C2=CC=C(C=C12)C(F)(F)F)N1CCC(CC1)(C=1OC2=C(N1)C=C(C=C2)C)C)C#N)=O